C(C1=CC=CC=C1)OC(=O)N1CCN(CC1)CCCOC=1N=CC2=C(N1)CCN(C2)C(=O)OC(C)(C)C tert-butyl 2-(3-{4-[(benzyloxy) carbonyl] piperazin-1-yl} propoxy)-7,8-dihydropyrido[4,3-d]pyrimidine-6(5H)-carboxylate